N[C@H]1CN(CC1)C=1C=C2CN3[C@@H](C2=CC1)CN(C[C@H]3C)C3=C1C=CC=NC1=C(C=C3)C#N 5-[(4R,10bS)-8-[(3R)-3-aminopyrrolidin-1-yl]-4-methyl-3,4,6,10b-tetrahydro-1H-pyrazino[2,1-a]isoindol-2-yl]quinoline-8-carbonitrile